FC1CC(N(C1)C=1C=CC=2N(N1)C(=CN2)C(=O)NC2CN(CC2)CC2=CC(=C(C=C2)F)O)C2=CC(=CC(=C2)SC)F 6-[4-fluoro-2-[3-fluoro-5-(methylsulfanyl)phenyl]pyrrolidin-1-yl]-N-[1-[(4-fluoro-3-hydroxyphenyl)methyl]pyrrolidin-3-yl]imidazo[1,2-b]pyridazine-3-carboxamide